2-[(4-[(2-amino-3-chloropyridin-4-yl)oxy]-3-fluorophenyl)amino]-N-cyclohexylpyridine-3-carboxamide NC1=NC=CC(=C1Cl)OC1=C(C=C(C=C1)NC1=NC=CC=C1C(=O)NC1CCCCC1)F